C(C)(C)(C)OC(=O)N1CCC(=CC1=O)C=1C=C2C(=C(NC2=CC1)C1=CC(=C(C=C1)OC)OC)C(C)C 4-(2-(3,4-Dimethoxyphenyl)-3-isopropyl-1H-indol-5-yl)-6-oxo-3,6-dihydropyridine-1(2H)-carboxylic acid tert-butyl ester